tert-butyl 3-(3,4-dimethoxybenzyl)-4-hydroxypentanoate COC=1C=C(CC(CC(=O)OC(C)(C)C)C(C)O)C=CC1OC